3-((4-(difluoromethyl)-1,1,2,2-tetrafluoro-3-hydroxy-2,3-dihydro-1H-inden-5-yl)oxy)-5-fluorobenzonitrile FC(C1=C2C(C(C(C2=CC=C1OC=1C=C(C#N)C=C(C1)F)(F)F)(F)F)O)F